2-(diphenyl-phosphonomethyl)-4-methylphenol C1(=CC=CC=C1)C(C1=C(C=CC(=C1)C)O)(P(=O)(O)O)C1=CC=CC=C1